C(C)(C)S(=NC(C1=CC=C(C=C1)C1=NOC(=N1)C(F)(F)F)=O)(C1=NC=CC=C1)=O N-(isopropyl(oxo)(pyridin-2-yl)-λ6-sulfaneylidene)-4-(5-(trifluoromethyl)-1,2,4-oxadiazol-3-yl)benzamide